C(C)OC(=O)C1(CC1)CS(=O)(=O)C 1-(methylsulfonylmethyl)cyclopropanecarboxylic acid ethyl ester